3-(3-{p-[(2,4-Dimethyl-1H-imidazol-1-yl)methyl]phenyl}-5-isobutyl-2-thienylsulfonyl)-1-[(2-pyridyl)methyl]urea CC=1N(C=C(N1)C)CC1=CC=C(C=C1)C1=C(SC(=C1)CC(C)C)S(=O)(=O)NC(NCC1=NC=CC=C1)=O